4-((2r,4s)-4-(2,2-difluoroethoxy)-1-((5-methoxy-7-methyl-1H-indol-4-yl)methyl)piperidin-2-yl)benzoic acid FC(CO[C@@H]1C[C@@H](N(CC1)CC1=C2C=CNC2=C(C=C1OC)C)C1=CC=C(C(=O)O)C=C1)F